CS(=O)(=O)C1=CC=C(C=C1)NCC#CC=1N(C2=CC=CC(=C2C1)NC1CCC(CC1)N(C)C)CC(F)(F)F (1s,4s)-4-N-(2-{3-[(4-methanesulfonyl-phenyl)amino]prop-1-yn-1-yl}-1-(2,2,2-trifluoroethyl)-1H-indol-4-yl)-1-N,1-N-dimethyl-cyclohexane-1,4-diamine